bromomethyl-potassium fluoroborate F[B-](F)(F)F.BrC[K]